(Z)-5-(butan-2-ylidene)-2,3-dimethyl-3,5-dihydro-4H-imidazol-4-one C/C(/CC)=C/1\C(N(C(=N1)C)C)=O